Cl.OCC(=O)N(C)CCC1=NC(=NO1)C=1C=NC=C(C1)[C@](C1(CNC1)C)(C1=CC=C(C=C1)C(C)C)O 2-Hydroxy-N-[2-(3-{5-[(R)-hydroxy-(4-isopropyl-phenyl)-(3-methyl-azetidin-3-yl)-methyl]-pyridin-3-yl}-[1,2,4]oxadiazol-5-yl)-ethyl]-N-methyl-acetamide, hydrochloride salt